C1N(CC2CCCCC12)CC#CC1=NC=CC(=C1)N1C2CN(CC1CC2)C=2C=C(N=NC2N)C2=C(C=CC=C2)O 2-[5-[8-[2-[3-(1,3,3a,4,5,6,7,7a-octahydroisoindol-2-yl)prop-1-ynyl]-4-pyridyl]-3,8-diazabicyclo[3.2.1]octan-3-yl]-6-amino-pyridazin-3-yl]phenol